[1,3]oxazin-2(3H)-one O1C(NCC=C1)=O